N-(1-((1r,4r)-4-morpholinylcyclohexyl)-3-(pyrazin-2-yl)-1H-pyrazol-4-yl)-2-(1H-pyrazol-4-yl)oxazole-4-carboxamide N1(CCOCC1)C1CCC(CC1)N1N=C(C(=C1)NC(=O)C=1N=C(OC1)C=1C=NNC1)C1=NC=CN=C1